OC1=C2C=CC3=CC=C(C4=CC=C(C=C1)C2=C43)C=O 6-hydroxy-1-pyrenecarboxaldehyde